BrC=1C=C(C=CC1)S(=O)(=O)CCC1OC1 2-[2-(3-bromophenyl)sulfonylethyl]oxirane